N1CCC(CC1)CNC(OC(C)(C)C)=O t-butyl (piperidin-4-ylmethyl)carbamate